2-methoxy-N-(8'-(3-oxo-2-azabicyclo[3.1.0]hexan-2-yl)-4'H-spiro[cyclopropane-1,5'-naphtho[2,1-d]isoxazol]-3'-yl)benzenesulfonamide COC1=C(C=CC=C1)S(=O)(=O)NC1=NOC2=C1CC1(C3=CC=C(C=C32)N3C2CC2CC3=O)CC1